C1(=CC=CC=C1)N1C=C(C2=CC=CC=C12)C=C(C#N)C#N 2-((1-phenyl-1H-indol-3-yl)methylene)malononitrile